5-chloro-6-methylthieno[3,2-b]pyridine ClC1=C(C=C2C(=N1)C=CS2)C